4,6-dimethyl-2,4,6-tris-(4-hydroxyphenyl)hept-2-ene CC(C=C(C)C1=CC=C(C=C1)O)(CC(C)(C1=CC=C(C=C1)O)C)C1=CC=C(C=C1)O